Triethylammonium 4-((4-((bis(4-methoxyphenyl)(phenyl)methoxy)methyl)-1-(6-(2,2,2-trifluoroacetamido)-hexanoyl)piperidin-4-yl)methoxy)-4-oxobutanoate COC1=CC=C(C=C1)C(OCC1(CCN(CC1)C(CCCCCNC(C(F)(F)F)=O)=O)COC(CCC(=O)[O-])=O)(C1=CC=CC=C1)C1=CC=C(C=C1)OC.C(C)[NH+](CC)CC